IC1=CN=C(C2=C1N=C(N=C2)NC2COC2)NC(C2=CC=CC=C2)=O N-(8-iodo-2-(oxetan-3-ylamino)pyrido[4,3-d]pyrimidin-5-yl)benzamide